CC1CC(C1)(C1=NN=CN1C)C=1C=CC=CC1 3-((1s,3s)-3-methyl-1-(4-methyl-4H-1,2,4-triazol-3-yl)cyclobutyl)benzene